(S,Z)-6-Fluoro-3-(7-(2-(hydroxymethyl)-4-(methoxyimino)pyrrolidine-1-carbonyl)benzo[d][1,3]dioxolan-4-yl)-2-methylbenzonitrile FC1=CC=C(C(=C1C#N)C)C1=CC=C(C=2OCOC21)C(=O)N2[C@@H](C/C(/C2)=N/OC)CO